5-(1-hydroxyethyl)benzene-1,3-diol OC(C)C=1C=C(C=C(C1)O)O